4-(4,4-diethyl-2-imino-6-oxo-hexahydropyrimidin-1-yl)-N-[(3S,4R)-3-hydroxy-3-methyl-chroman-4-yl]-2-methyl-chromane-6-carboxamide C(C)C1(NC(N(C(C1)=O)C1CC(OC2=CC=C(C=C12)C(=O)N[C@H]1[C@](COC2=CC=CC=C12)(C)O)C)=N)CC